NC=1C=C2C(=NC1N1CCN(CC1)C(C)O)OC(C2)(C)C [4-(5-amino-2,2-dimethyl-3H-furo[2,3-b]pyridin-6-yl)piperazin-1-yl]ethanol